C(CC=C)N1C(C=2C(C1=O)=CC=CC2)=O N-(3-butenyl)phthalimide